N-(4-hydroxycinnamoyl)tyrosine tert-Butyl-(4-cyano-2-(methylsulfonyl)phenyl)-(phenylsulfonyl)methylcarbamate C(C)(C)(C)C(S(=O)(=O)C1=CC=CC=C1)N(C(=O)OC1=CC=C(C[C@H](NC(C=CC2=CC=C(C=C2)O)=O)C(=O)O)C=C1)C1=C(C=C(C=C1)C#N)S(=O)(=O)C